nickel potassium trichloride [Cl-].[Cl-].[Cl-].[K+].[Ni+2]